C(CCCCC(=O)OCC(COC(CCCCC(=O)OCC\C=C/CCCCC)=O)(CO)COC(=O)C1CC2(C(C2)(F)F)C1)(=O)OCC\C=C/CCCCC O6-[2-[(2,2-difluorospiro[2.3]hexane-5-carbonyl)oxymethyl]-2-(hydroxymethyl)-3-[6-[(Z)-non-3-enoxy]-6-oxo-hexan-oyl]oxy-propyl] O1-[(Z)-non-3-enyl] hexanedioate